3-cyclopropyl-N-(pyridine-2-ylcarbonyl)-L-alanyl-N1-methoxy-N1-methyl-3-[(3S)-2-oxopyrrolidin-3-yl]-L-alaninamide C1(CC1)C[C@H](NC(=O)C1=NC=CC=C1)C(=O)N[C@@H](C[C@H]1C(NCC1)=O)C(=O)N(C)OC